4-tert-butyl-2,6-dimethyl-3,5-dinitroacetophenone CC1=C(C(=C(C(=C1[N+](=O)[O-])C(C)(C)C)[N+](=O)[O-])C)C(=O)C